methyl (E)-2-[2-[3-(pyrimidin-2-yloxy)phenoxy]phenyl]-3-methoxyacrylate N1=C(N=CC=C1)OC=1C=C(OC2=C(C=CC=C2)/C(/C(=O)OC)=C\OC)C=CC1